8,8-dimethyl-2-(6-methylpyridazine-3-carbonyl)-7-oxo-2-azaspiro[3.5]non-5-ene-6-carbonitrile CC1(C(C(=CC2(CN(C2)C(=O)C=2N=NC(=CC2)C)C1)C#N)=O)C